BrC1=C(C=CC2=C1C[C@](O2)(C2=CC=CC=C2)C(C)NC(OC(C)(C)C)=O)Cl tert-butyl (1-((S)-4-bromo-5-chloro-2-phenyl-2,3-dihydrobenzofuran-2-yl)ethyl)carbamate